2-ethyl-6,10-dimethylundec-5,9-dienal C(C)C(C=O)CCC=C(CCC=C(C)C)C